C(#N)C=1C=C(SC1SC1=C(C=NC=C1Cl)Cl)C(=O)NC1=CC=C(C=C1)S(=O)(=O)C 4-cyano-5-[(3,5-dichloro-4-pyridyl)thio]-N-[4-(methylsulfonyl)phenyl]-2-thiophenecarboxamide